[C@H]12C(=CC[C@H](C1(C)C)C2)C (+)-(-)-alpha-pinene